C(C)(C)(C)OC(=O)N1C(CCCC1)C1=CN(C2=CN=CC=C21)C2=CC=C(C=C2)F (1-(4-fluorophenyl)-1H-pyrrolo[2,3-c]pyridin-3-yl)piperidine-1-carboxylic acid tert-butyl ester